CC=1C(=NC=CC1)OCC1(CCC1)N 1-(((3-methylpyridin-2-yl)oxy)methyl)cyclobutan-1-amine